C(C)(C)(C)C1=C(C=C(C(=C1)O)C)C(CC)C1=C(C=C(C(=C1)C)O)C(C)(C)C 1,1-bis(2-tert-butyl-4-hydroxy-5-methylphenyl)propane